COC1=C(C=CC=C1)[C@H](C)C1OCCC(C1)(C(=O)N)N1C[C@@H](CC1)OC1=CC(=CC=C1)C(F)(F)F ((S)-1-(2-Methoxyphenyl)ethyl)-4-((R)-3-(3-(trifluoromethyl)phenoxy)pyrrolidin-1-yl)tetrahydro-2H-pyran-4-carboxamide